C(C)S(=O)(=O)C=1C=C(C=NC1C1=NC2=C(C=NC(=C2)C(F)(F)F)N1C)N(C(=O)C1CC1)C N-[5-ethylsulfonyl-6-[3-methyl-6-(trifluoromethyl)imidazo[4,5-c]pyridin-2-yl]-3-pyridinyl]-N-methyl-cyclopropanecarboxamide